(2r,3r)-2-(hydroxymethyl)piperidin-3-ol OC[C@H]1NCCC[C@H]1O